BrC=1C=C(C=C(C1)Cl)NC(NC1=C(C(=O)N)C=CC(=C1)F)=O 2-[3-(3-bromo-5-chlorophenyl)ureido]-4-fluorobenzamide